1-[(2R)-1-[[2-[2-[tert-butyl(dimethyl)silyl]oxyethyl]-4-iodo-5-isopropoxy-pyrazol-3-yl]methyl]pyrrolidin-2-yl]ethanol [Si](C)(C)(C(C)(C)C)OCCN1N=C(C(=C1CN1[C@H](CCC1)C(C)O)I)OC(C)C